methyl 2-(4-(piperazin-1-yl) bicyclo[2.2.2]octan-1-yl)-2H-indazole-6-carboxylate N1(CCNCC1)C12CCC(CC1)(CC2)N2N=C1C=C(C=CC1=C2)C(=O)OC